4-chloro-1-(1-(4-(5-methylpyridin-3-yl)-1H-1,2,3-triazol-1-yl)ethyl)pyridin-2(1H)-one ClC1=CC(N(C=C1)C(C)N1N=NC(=C1)C=1C=NC=C(C1)C)=O